[13-chloro-8-(2,6-difluorophenyl)-3-(2-trimethylsilylethoxymethyl)-3,4,7,9,12-pentazatricyclo[8.4.0.02,6]tetradeca-1(10),2(6),4,7,11,13-hexaen-5-yl]methanol ClC=1N=CC=2NC(=NC=3C(=NN(C3C2C1)COCC[Si](C)(C)C)CO)C1=C(C=CC=C1F)F